ClC1=CC=C2C(=NN(C2=C1)C1=CC(=CC=C1)S(=O)(=O)C)C(C)N1N=C(C=2C1=NC=NC2N)C2=CC(=C(C=C2)OC)OC 1-(1-(6-chloro-1-(3-(methylsulfonyl)phenyl)-1H-indazol-3-yl)ethyl)-3-(3,4-dimethoxyphenyl)-1H-pyrazolo[3,4-d]pyrimidin-4-amine